(R)-4-((3-(1-(1,4-dioxaspiro[4.5]decan-6-yl)-1H-pyrazol-4-yl)-2-methoxyphenyl)amino)-6-(cyclopropanecarboxamido)pyridazine-3-carboxamide O1CCOC12[C@@H](CCCC2)N2N=CC(=C2)C=2C(=C(C=CC2)NC2=C(N=NC(=C2)NC(=O)C2CC2)C(=O)N)OC